FC(C(=O)NCCCCNC(OC(C)(C)C)=O)(F)F tert-Butyl (4-(2,2,2-trifluoroacetamido)butyl)carbamate